C(C1=CC=CC=C1)N1CCC(CC1)(O)CCNC(=O)N1[C@@H](CN(CC1)C1=CC(=C(C=C1)F)C#N)C (2R)-N-[2-(1-benzyl-4-hydroxypiperidin-4-yl)ethyl]-4-(3-cyano-4-fluorophenyl)-2-methylpiperazine-1-carboxamide